2,3,5-triaza-benzo[e]azulen-4-one C1=NN=C2C(NC=C3C(=C12)C=CC=C3)=O